N-[1-[5-Chloro-2-[4-[[dimethyl(oxo)-λ6-sulfanylidene]amino]anilino]-pyrimidin-4-yl]indol-5-yl]propanamide ClC=1C(=NC(=NC1)NC1=CC=C(C=C1)N=S(=O)(C)C)N1C=CC2=CC(=CC=C12)NC(CC)=O